BrC=1C(=C(C=NC1)NC)C 5-bromo-N,4-dimethylpyridin-3-amine